FC(C1=NN2C(N=CC=C2)=N1)(F)F 2-(trifluoromethyl)[1,2,4]triazolo[1,5-a]pyrimidine